3-(3-(hydroxy methyl)-4-methylphenyl)-2,2-dimethyl-3-(8-methyl-3-(trifluoromethyl)-[1,2,4]triazolo[4,3-a]pyridine-7-yl)propanoate OCC=1C=C(C=CC1C)C(C(C(=O)[O-])(C)C)C1=C(C=2N(C=C1)C(=NN2)C(F)(F)F)C